C(CCCCCCCCCCCCCCCCC)(=O)O.OCC(O)CO.OCC(O)CO.OCC(O)CO.OCC(O)CO Tetraglycerol stearate